8-(4-((4-(2,6-dioxopiperidin-3-yl)benzyl)(methyl)amino)piperidin-1-yl)-9-ethyl-6,6-dimethyl-11-oxo-6,11-dihydro-5H-benzo[b]carbazole-3-carbonitrile O=C1NC(CCC1C1=CC=C(CN(C2CCN(CC2)C=2C(=CC3=C(C(C=4NC5=CC(=CC=C5C4C3=O)C#N)(C)C)C2)CC)C)C=C1)=O